CC(C)C(C1=CC=C(C=C1)Cl)C(=O)O The molecule is a monocarboxylic acid consisting of isovaleric acid having a 4-chlorophenyl group at the 2-position. It is a monocarboxylic acid and a member of monochlorobenzenes. It derives from an isovaleric acid.